1-(3-(8-amino-6-(4-methylpyridin-3-yl)-2,7-naphthyridin-3-ylamino)-1-methyl-1H-pyrazol-5-yl)ethanol NC=1N=C(C=C2C=C(N=CC12)NC1=NN(C(=C1)C(C)O)C)C=1C=NC=CC1C